C(CCCCCCC=CCCCCC)(=O)O 8-tetradecenoic acid